δ-hexadecanesultone C1CCC(CCCCCCCCCCCC)OS1(=O)=O